FC1=C(C=CC=C1)C(=C)C1=C(OCCN2CCOCC2)C(=CC(=C1)C)C 4-(2-(2-(1-(2-fluorophenyl)ethenyl)-4,6-dimethylphenoxy)ethyl)morpholine